(2S)-2-[[4-[(2-amino-4-hydroxy-pteridin-6-yl)methylamino]benzoyl]amino]-3-[4-(2-prop-2-ynoxyethoxy)phenyl]propanoic acid NC1=NC2=NC=C(N=C2C(=N1)O)CNC1=CC=C(C(=O)N[C@H](C(=O)O)CC2=CC=C(C=C2)OCCOCC#C)C=C1